2-(1-(4-hydroxybutyl)piperidin-4-yl)propane-1,3-diyl bis(3-hexylundecanoate) C(CCCCC)C(CC(=O)OCC(COC(CC(CCCCCCCC)CCCCCC)=O)C1CCN(CC1)CCCCO)CCCCCCCC